CC1(OB(OC1(C)C)C1=CC=C(C=C1)CC(C)N)C 3-(4-(4,4,5,5-tetramethyl-1,3,2-dioxaborolan-2-yl)phenyl)propan-2-amine